FC(COC1=NOC(=C1)C(=O)NC=1C(=NC=CC1C1=C(C=CC(=C1)F)F)[C@@H]1OCC(CC1)(F)F)F |r| rac-3-(2,2-difluoroethoxy)-N-(4-(2,5-difluorophenyl)-2-(5,5-difluorotetrahydro-2H-pyran-2-yl)pyridin-3-yl)isoxazole-5-carboxamide